CC1=CC=C(CC2(CCN(CC2)C(C2=C(N=CC=C2)C2=NC=NC=C2)=O)C#N)C=C1 4-(4-methylbenzyl)-1-(2-(pyrimidin-4-yl)nicotinoyl)piperidine-4-carbonitrile